(p-trimethylammoniophenyl)porphyrin chloride [Cl-].C[N+](C1=CC=C(C=C1)C1=C2NC(=C1)C=C1C=CC(=N1)C=C1C=CC(N1)=CC=1C=CC(N1)=C2)(C)C